C(#C)[C@@H]1N([C@H]2C[C@@H]([C@@H]1C2)O)C(=O)OC Methyl (1R,3R,4R,5S)-3-ethynyl-5-hydroxy-2-azabicyclo[2.2.1]heptane-2-carboxylate